FC1(CN(C1)C1=CC=CC(=N1)CO)F (6-(3,3-difluoroazetidin-1-yl)pyridine-2-yl)methanol